COC1=CC=C(C=C1)S(=O)C1=CC=C(C=C1)OC di(4-methoxyphenyl) sulfoxide